NC=1C=C(C=CC1)S(=O)(=O)NC1=NC(=CC(=N1)OC=1C=C(C(=O)OC2=C(C(=C(C(=C2F)F)F)F)F)C=CC1)C1=C(C=CC=C1C)C (2,3,4,5,6-pentafluorophenyl) 3-[2-[(3-aminophenyl)sulfonylamino]-6-(2,6-dimethylphenyl)pyrimidin-4-yl]oxybenzoate